(Z)-tert-Butyl 3-(4-(1-(methoxyimino)-2-methylpropyl)thiazole-2-carbonyl)-1H-indole-1-carboxylate CO\N=C(\C(C)C)/C=1N=C(SC1)C(=O)C1=CN(C2=CC=CC=C12)C(=O)OC(C)(C)C